C(C)(C)(C)C1=C(C(=CC(=C1)C(C)(C)C)C(C)(C)C)P(C1=CC=C(C=C1)C=C)C1=C(C=C(C=C1C(C)(C)C)C(C)(C)C)C(C)(C)C bis(2,4,6-tri-tert-butylphenyl)(4-vinylphenyl)phosphorus